NC1=C(C(NC2=C(C=CC=C12)C=1C=NC=CC1OC)=O)C(=O)NC1COC1 4-amino-8-(4-methoxy-3-pyridinyl)-N-(oxetan-3-yl)-2-oxo-1H-quinoline-3-carboxamide